1-(3-(6'-(4-fluorophenyl)-5-methoxy-[2,4'-bipyridin]-3'-yl)pyrrolidin-1-yl)ethan-1-one FC1=CC=C(C=C1)C1=CC(=C(C=N1)C1CN(CC1)C(C)=O)C1=NC=C(C=C1)OC